CSC1=NN=C(S1)NC(=O)C=1OC(=NN1)N1CC(CC1)C1=CC=CC=C1 N-(5-methylsulfanyl-1,3,4-thiadiazol-2-yl)-5-(3-phenylpyrrolidin-1-yl)-1,3,4-oxadiazol-2-carboxamide